C(C)[C@H]1OC2=C(CN(C1)CC=1C=C(C=CC1C)CC(C(=O)O)(C)C)C=C1C(=C2)OC(O1)(C)C 3-(3-(((R)-6-ethyl-2,2-dimethyl-6,7-dihydro-[1,3]dioxolano[4',5':4,5]benzo[1,2-f][1,4]oxazepin-8(9H)-yl)methyl)-4-methylphenyl)-2,2-dimethylpropionic acid